[I-].C(CCCCC)[N+]1=CC=2C(=C(C=3NC=4C=CC=CC4C3C2C)C)C=C1 2-Hexyl-5,11-dimethyl-6H-pyrido[4,3-b]carbazol-2-ium iodide